4-{(3S,5aR,6R,7R,8aS)-6-[(1E,3R)-4-(3,5-difluorophenoxy)-3-hydroxy-1-buten-1-yl]-7-hydroxyoctahydro-2H-cyclopenta[b]oxepin-3-yl}butanoic acid FC=1C=C(OC[C@@H](/C=C/[C@H]2[C@@H](C[C@@H]3OC[C@H](CC[C@@H]32)CCCC(=O)O)O)O)C=C(C1)F